(2-(6-methylpyridin-2-yl)pyrimidin-4-yl)pyrimidine-2,4-diamine CC1=CC=CC(=N1)C1=NC=CC(=N1)C=1C(=NC(=NC1)N)N